ClC1=CC(=C(COC2=NC=CC(=N2)C2=CC(=C(CC3=NC4=C(N3[C@@H]3COCC3(C)C)C=C(C=C4)C(=O)O)C=C2C)F)C=C1)F (S)-2-(4-(2-((4-chloro-2-fluorobenzyl)oxy)pyrimidin-4-yl)-2-fluoro-5-methylbenzyl)-1-(4,4-dimethyltetrahydrofuran-3-yl)-1H-benzo[d]imidazole-6-carboxylic acid